C1OCC2=CC(=CC=C12)C=O 1,3-Dihydroisobenzofuran-5-carbaldehyde